C1(CC1)C=1N=C(C2=CC=CC(=C2C1)S(=O)(=O)N1C(CN(CCC1)C(=O)OC(C)(C)C)C)OC cyclopropyl-1-methoxy-5-((N-t-butoxycarbonyl-2-methyl-1,4-diazacycloheptan-1-yl)sulfonyl)isoquinoline